4-(5-(3,5-dichlorophenyl)-5-(trifluoromethyl)-4,5-dihydroisoxazol-3-yl)-N-(1,5-dimethyl-1H-1,2,4-triazol-3-yl)-N,2-dimethylbenzamide ClC=1C=C(C=C(C1)Cl)C1(CC(=NO1)C1=CC(=C(C(=O)N(C)C2=NN(C(=N2)C)C)C=C1)C)C(F)(F)F